1-(2,3-Dihydrobenzo[b][1,4]dioxin-5-yl)-4-(2-methoxyphenyl)butane-1,4-dione O1C2=C(OCC1)C(=CC=C2)C(CCC(=O)C2=C(C=CC=C2)OC)=O